(5-(6-methyl-1H-imidazo[4,5-c]pyridin-2-yl)-1H-pyrrol-3-yl)(2-(trifluoromethyl)phenyl)methanone CC1=CC2=C(C=N1)N=C(N2)C2=CC(=CN2)C(=O)C2=C(C=CC=C2)C(F)(F)F